(1S,7R)-6-(7-chloro-8-fluoro-2-(((2R,7aS)-2-fluorotetrahydro-1H-pyrrolizin-7a(5H)-yl)methoxy-d2)-5-methoxypyrido[4,3-d]pyrimidin-4-yl)-2-oxa-6-azabicyclo[5.1.0]octane ClC1=C(C=2N=C(N=C(C2C(=N1)OC)N1CCCO[C@H]2C[C@@H]12)OC([2H])([2H])[C@]12CCCN2C[C@@H](C1)F)F